6-Morpholino-N-((1-phenylazetidin-3-yl)methyl)pyrimidin-4-amine O1CCN(CC1)C1=CC(=NC=N1)NCC1CN(C1)C1=CC=CC=C1